5-(2-chloro-3-Fluoro-phenyl)-1-{2-[4-(7-methoxy-2-oxo-1,2,4,5-tetrahydro-benzo[d][1,3]diazepin-3-yl)-piperidin-1-yl]-2-oxo-ethyl}-3-(2-methylsulfanyl-ethyl)-1H-pyrimidine-2,4-dione ClC1=C(C=CC=C1F)C=1C(N(C(N(C1)CC(=O)N1CCC(CC1)N1C(NC2=C(CC1)C=C(C=C2)OC)=O)=O)CCSC)=O